CN(C1CCN(CC1)C1=C(C=C(C=N1)CC1=CN=C2C(=NC(=NN21)O[C@@H](C)CCC)N)C)C (S)-7-((6-(4-(dimethylamino)piperidin-1-yl)-5-methylpyridin-3-yl)methyl)-2-(pentan-2-yloxy)imidazo[2,1-f][1,2,4]triazin-4-amine